[Ga].[In].[Cu] copper-indium gallium